COC1=CC(=CN=N1)C=1C=CC2=C(C1)COC1=NC(=CC=C12)N1CC(CC1)N(C)C 1-[8-(6-methoxypyridazin-4-yl)-6H-isochromeno[3,4-b]pyridin-3-yl]-N,N-dimethylpyrrolidin-3-amine